C(C)(C)C1=NC=NC=C1C1=NN(C2=C1CNCC2)C 3-(4-Isopropylpyrimidin-5-yl)-1-methyl-4,5,6,7-tetrahydro-1H-pyrazolo[4,3-c]pyridine